ClC=1C=CC2=C(N=C(S2)C2CC3(CC(C3)NC(=O)C3=CC(=NC=C3)N3CCCCC3)C2)C1 N-[6-(5-chloro-1,3-benzothiazol-2-yl)spiro[3.3]heptan-2-yl]-2-(1-piperidyl)pyridine-4-carboxamide